1-(2-chloroethoxy)-2-ethoxyethaneOne ClCCOC(COCC)=O